(2R)-2-(6-{5-chloro-2-[(oxacyclohex-4-yl)amino]pyrimidin-4-yl}-1-oxo-2,3-dihydro-1H-isoindol-2-yl)-N-[(1S)-1-(2-chloro-5-methoxyphenyl)-2-hydroxyethyl]propionamide ClC=1C(=NC(=NC1)NC1CCOCC1)C1=CC=C2CN(C(C2=C1)=O)[C@@H](C(=O)N[C@H](CO)C1=C(C=CC(=C1)OC)Cl)C